S(=O)(=O)(O)C(C(=O)OC(C)C)CC(=O)OC(C)C 1,4-diisopropyl sulfosuccinate